1-bromo-4-fluoro-2-methyl-3-(trifluoromethyl)benzene BrC1=C(C(=C(C=C1)F)C(F)(F)F)C